C(CCCCCCC)C(C(=O)OCCCCC(OC(NCCNCCN(C)C)=O)CCCCOC(C(CCCCCCCC)CCCCCCCC)=O)CCCCCCCC 14-methyl-5-{4-[(2-octyl-1-oxodecyl) oxy] butyl}-7-oxo-6-oxa-8,11,14-triazapentadec-1-yl 2-octyldecanoate